N-((S)-(4,4-Difluorocyclohexyl)(7-((S*)-2-methyl-1-(4,4,4-trifluorobutanamido)propyl)imidazo[1,2-b]pyridazin-2-yl)methyl)-4-methyl-1,2,5-oxadiazole-3-carboxamide FC1(CCC(CC1)[C@H](NC(=O)C1=NON=C1C)C=1N=C2N(N=CC(=C2)[C@H](C(C)C)NC(CCC(F)(F)F)=O)C1)F |o1:25|